O=C1NC(CCC1N1CC2=CC=C(C=C2C1=O)CNC(OCC=1C=NC(=CC1)OC1CCOCC1)=O)=O [6-(oxan-4-yloxy)pyridin-3-yl]methyl N-{[2-(2,6-dioxopiperidin-3-yl)-3-oxo-2,3-dihydro-1H-isoindol-5-yl]methyl}carbamate